4-[5-(4-methylphenyl)-3-(trifluoromethyl)-pyrazol-1-yl]benzenesulfonamide CC1=CC=C(C=C1)C1=CC(=NN1C1=CC=C(C=C1)S(=O)(=O)N)C(F)(F)F